NC1=C(C=CC(=C1)OC[C@H](C)O)O (S)-2-amino-4-(2-hydroxypropoxy)phenol